C(CCCCC(=O)OCCC=CCCCCC)(=O)OCC1=CC(=CC(=C1)COC(CCC(CCCCCC)OC(NCCN1CCCC1)=O)=O)COC(CCC(OCCCCCCCC)OCCCCCCCC)=O (Z)-3-(((4,4-bis(octyloxy)butanoyl)oxy)methyl)-5-(((4-(((2-(pyrrolidin-1-yl)ethyl)carbamoyl)oxy)decanoyl)oxy)methyl)benzyl non-3-en-1-yl adipate